C1(CC1)C(=O)N1[C@H]([C@H]([C@H](C1)F)NS(=O)(=O)CC)CC=1C=C(C=CC1)C1=C(C(=CC=C1)F)F N-{(2S,3R,4S)-1-(cyclopropanecarbonyl)-2-[(2',3'-difluoro[1,1'-biphenyl]-3-yl)-methyl]-4-fluoropyrrolidin-3-yl}-ethanesulfonamide